α,α,2,3,4,5-hexafluoro-phenylpropionic acid FC(C(=O)O)(CC1=C(C(=C(C(=C1)F)F)F)F)F